CC1=NOC(=C1)CC(=O)NC1=NNC(=C1)[C@@H]1C[C@@H](CC1)NC(C1=CC=CC=C1)=O N-((1R,3S)-3-(3-(2-(3-methylisoxazol-5-yl)acetamido)-1H-pyrazol-5-yl)cyclopentyl)benzamide